5-[(2R)-4-fluoro-6-hydroxy-2-{[(3,3,3-trifluoropropyl)amino]methyl}-2,3-dihydro-1H-indol-5-yl]-1λ6,2,5-thiadiazolidine-1,1,3-trione FC1=C2C[C@@H](NC2=CC(=C1N1CC(NS1(=O)=O)=O)O)CNCCC(F)(F)F